C(C1=CC=CC=C1)OC(=O)N1CC(C(CC1)OC)C(=O)O (benzyloxycarbonyl)-4-methoxypiperidine-3-carboxylic acid